C1(CCCCC1)P([C-]1C=CC=C1)C1CCCCC1.[C-]1(C=CC=C1)P(C1CCCCC1)C1CCCCC1.[Fe+2] 1,1'-bis(bisCyclohexylphosphino)ferrocene